NC1CCN(CC1)CCCOC1=CC(OC2=CC(=CC=C12)C=1C=CC(=NC1)C1(CC1)C(=O)N)=O (5-(4-(3-(4-aminopiperidin-1-yl)propoxy)-2-oxo-2H-chromen-7-yl)pyridin-2-yl)cyclopropanecarboxamide